ClC1=C(OC2=CC(=CC3=C2NC(=NS3(=O)=O)NCC3=CC(=CC=C3)OC)C)C=CC=C1 5-(2-chlorophenoxy)-3-((3-methoxybenzyl)amino)-7-methyl-4H-benzo[e][1,2,4]thiadiazine 1,1-dioxide